methyl 3-(2-chloro-5-fluoro-4-(N-(6-fluoropyridin-2-yl)-N-(4-methoxybenzyl)sulfamoyl)phenyl)-1-((trimethylsilyl)oxy)cyclopentane-1-carboxylate ClC1=C(C=C(C(=C1)S(N(CC1=CC=C(C=C1)OC)C1=NC(=CC=C1)F)(=O)=O)F)C1CC(CC1)(C(=O)OC)O[Si](C)(C)C